N-(3-(5-chloro-2-methoxybenzoyl)benzyl)-2,3,4,5-tetrafluoro-6-methoxybenzenesulfonamide ClC=1C=CC(=C(C(=O)C=2C=C(CNS(=O)(=O)C3=C(C(=C(C(=C3OC)F)F)F)F)C=CC2)C1)OC